4-(4-amino-6-bromopyrazolo[5,1-f][1,2,4]triazin-5-yl)-N-(3,3-difluorocyclobutyl)benzamide NC1=NC=NN2C1=C(C(=N2)Br)C2=CC=C(C(=O)NC1CC(C1)(F)F)C=C2